(2S)-1-(9-(7H-pyrrolo[2,3-d]pyrimidin-4-yl)-3-oxa-7,9-diazabicyclo[3.3.1]nonan-7-yl)-2-(4-chlorophenyl)-3-(isopropylamino)-propan-1-one N1=CN=C(C2=C1NC=C2)N2C1COCC2CN(C1)C([C@H](CNC(C)C)C1=CC=C(C=C1)Cl)=O